C(C)N1N=C(C=C1)C=1C=C(C=C(C1)C=1C=NN(C1)C)[C@@H](C)NC(C1=C(C=CC(=C1)OC[C@H]1N(C[C@@H](C1)F)C)C)=O N-((R)-1-(3-(1-ethyl-1H-pyrazol-3-yl)-5-(1-methyl-1H-pyrazol-4-yl)phenyl)ethyl)-5-(((2S,4R)-4-fluoro-1-methylpyrrolidin-2-yl)methoxy)-2-methylbenzamide